OC(=CO)O 1,2-dihydroxyvinyl alcohol